(1R,3aS,10aR)-5-chloro-1-[(1E,3ξ,4S)-4-ethyl-3-hydroxy-1-octen-1-yl]-2,3,3a,9,10,10a-hexahydro-1H-benzo[b]cyclopenta[f]oxepin-6-carboxylic acid ClC1=C(C=CC2=C1O[C@@H]1[C@H](CC2)[C@H](CC1)\C=C\C([C@H](CCCC)CC)O)C(=O)O